FC1=C(C=CC=C1)C1=NC(C=2N(C3=C1C=CC=C3)C=NC2)C 6-(2-fluorophenyl)-4-methyl-4H-benzo[f]imidazo[1,5-a][1,4]diazepin